N-(2-oxo-2,3-dihydro-1H-benzo[d]imidazol-5-yl)benzofuran-3-carboxamide O=C1NC2=C(N1)C=CC(=C2)NC(=O)C2=COC1=C2C=CC=C1